N-neopentyl-1,3-propanediamine C(C(C)(C)C)NCCCN